1-(formylaminomethyl)-1H-benzotriazole C(=O)NCN1N=NC2=C1C=CC=C2